C(#N)C=1C=C(C=NC1)[C@H]1N(OCC1)C(=O)C1(CCN(CC1)C(=O)OC(C)(C)C)C Tert-butyl 4-[(3S)-3-(5-cyano-3-pyridyl)isoxazolidine-2-carbonyl]-4-methyl-piperidine-1-carboxylate